C=1C(C(C=C2C=CC=CC12)N)N 2,3-dihydronaphthalene-2,3-diamine